C1(CC1)COC1=C(C=C(C=C1)S(=O)(=O)CC)C1=CN(C(C=2CCCCC12)=O)C 4-[2-(cyclopropylmethoxy)-5-ethylsulfonylphenyl]-2-methyl-5,6,7,8-tetrahydroisoquinolin-1-one